NC1=NC=NC2=C1N(C([C@@H](C2)NC(C=C)=O)=C)C2=CC=C(C=C2)OC2=CC=CC=C2 (R)-N-(4-amino-6-methylene-5-(4-phenoxyphenyl)-7,8-dihydro-6H-pyrimido[5,4-b]pyridin-7-yl)acrylamide